Cl.[2H]C1(OC2=C(O1)C=CC(=C2)CC(C)NCC)[2H] 1-(2,2-Dideuterio-1,3-benzodioxol-5-yl)-N-ethyl-propan-2-amine hydrochloride